undecanoylaminonaphtho[1,2-d]thiazole C(CCCCCCCCCC)(=O)NC=1SC2=C(N1)C1=CC=CC=C1C=C2